2-chloro-4-[[4-[[(1S)-2-hydroxy-1-phenyl-ethyl]amino]-5-(1H-triazol-5-yl)pyrimidin-2-yl]amino]-N,N-dimethyl-benzamide ClC1=C(C(=O)N(C)C)C=CC(=C1)NC1=NC=C(C(=N1)N[C@H](CO)C1=CC=CC=C1)C1=CN=NN1